ClC=1N=C2C(=NC1)NC=C2C2=NC(=CC(=N2)N[C@@H]2[C@H](C1CCC2CC1)C(=O)O)N1CCN(CC1)C1=CC=CC=C1 (2S,3S)-3-((2-(2-chloro-5H-pyrrolo[2,3-b]pyrazin-7-yl)-6-(4-phenylpiperazin-1-yl)pyrimidin-4-yl)amino)bicyclo[2.2.2]octane-2-carboxylic acid